C(C1CC=CC=C1)(=O)C1=CC=CC=C1 4'-dihydrobenzophenone